2-chloro-N-(1-cyanocyclopropyl)-5-[cyclopropylmethyl-[5-(3,5-dichlorophenyl)-5-(trifluoromethyl)-4H-isoxazol-3-yl]amino]benzamide ClC1=C(C(=O)NC2(CC2)C#N)C=C(C=C1)N(C1=NOC(C1)(C(F)(F)F)C1=CC(=CC(=C1)Cl)Cl)CC1CC1